ClC1=NNC=2C=3C=C(N=CC3NC(=NC12)C1=C(C=CC=C1F)F)N1CCOCC1 4-[5-chloro-8-(2,6-difluorophenyl)-3,4,7,9,12-pentazatricyclo[8.4.0.02,6]tetradeca-1(10),2(6),4,7,11,13-hexaen-13-yl]morpholine